5-acetamidoimidazole C(C)(=O)NC1=CN=CN1